3-(benzyl-(ethyl)amino)propane-1-sulfonamide C(C1=CC=CC=C1)N(CCCS(=O)(=O)N)CC